CC=1NCC[C@H](N1)C(=O)O (S)-1,4,5,6-tetrahydro-2-methyl-4-pyrimidinecarboxylic acid